FC(OC=1C=C(C=CC1)C=1C2=C(N(N1)C(C)C)C[C@@H](CO2)C(=O)NC2(CS(C2)(=O)=O)C)F (S)-3-(3-(difluoromethoxy)phenyl)-1-isopropyl-N-(3-methyl-1,1-dioxidothietan-3-yl)-1,5,6,7-tetrahydropyrano[3,2-c]pyrazole-6-carboxamide